1-cyclopropyl-6-oxo-1,6-dihydropyridine-3-carbaldehyde C1(CC1)N1C=C(C=CC1=O)C=O